1,3-bis(3-aminopropyl)propane NCCCCCCCCCN